2-(4-isopropoxyphenyl)ethane-1-Amine C(C)(C)OC1=CC=C(C=C1)CCN